C(CCC)OOC1=C(C(=O)[O-])C=CC=C1C(=O)C=1C(=CC=CC1)C Butylperoxy-m-toluoylbenzoate